FC(CNC1=NC(=NC=C1C=O)SC)F (2,2-difluoroethylamino)-2-methylsulfanyl-pyrimidine-5-carbaldehyde